C[C@]12[C@H]3CC[C@@]4(C(=CC[C@H]4[C@@H]3CC=C2C[C@H](CC1)NC(CCCCCC(=O)NO)=O)C=1C=NC=CC1)C N1-((3S,8R,9S,10R,13S,14S)-10,13-dimethyl-17-(pyridin-3-yl)-2,3,4,7,8,9,10,11,12,13,14,15-dodecahydro-1H-cyclopenta[a]phenanthren-3-yl)-N7-hydroxyheptanediamide